C(CCCCCCC)(=O)OC[C@@H](OO)COP(=O)([O-])OCC[N+](C)(C)C 1-octanoyl-2-hydroxy-sn-glycero-3-phosphocholine